tert-butyl (endo)-5-((3-amino-6,7,8-trichloro-2-(3-(dimethylamino)azetidin-1-yl)-1,5-naphthyridin-4-yl)amino)-2-azabicyclo[2.1.1]hexane-2-carboxylate NC=1C(=NC2=C(C(=C(N=C2C1NC1C2CN(C1C2)C(=O)OC(C)(C)C)Cl)Cl)Cl)N2CC(C2)N(C)C